CC(CCCC)CCCCCCCCCCC 5-methylhexadecane